C(C)OC(=O)C1=NN(C(C1)C#N)C1=CC=CC=C1 5-cyano-1-phenyl-4,5-dihydro-1H-pyrazole-3-carboxylic acid ethyl ester